[Se].[K].[P] phosphorus potassium selenium